2-[4-[[3-(2,4-dimethyl-1,3-thiazol-5-yl)-6-oxopyridazin-1-yl]methyl]piperidin-1-yl]pyridin-4-carbonitrile CC=1SC(=C(N1)C)C1=NN(C(C=C1)=O)CC1CCN(CC1)C1=NC=CC(=C1)C#N